BrC1C2N(C(C1CC2=C(F)F)=O)C(=O)OC(C)(C)C 7-Bromo-6-(difluoromethylene)-2-(tert-butoxycarbonyl)-2-azabicyclo[2.2.1]heptan-3-one